COCC1=NC(=NO1)C=1C=C2CC[C@H](C2=CC1)NC(=O)C1=NOC(=C1)C (R)-N-(5-(5-(methoxymethyl)-1,2,4-oxadiazol-3-yl)-2,3-dihydro-1H-inden-1-yl)-5-methylisoxazole-3-carboxamide